methyl (Z)-2-(5-cyclobutyl-2-methyl-phenoxy)-3-methoxy-prop-2-enoate C1(CCC1)C=1C=CC(=C(O\C(\C(=O)OC)=C/OC)C1)C